N(=[N+]=[N-])CCOCCOCCC(=O)OC1=C(C(=C(C(=C1F)F)F)F)F perfluorophenyl 3-(2-(2-azidoethoxy)ethoxy)propanoate